α-ethyl ether C(C)OCC